ClC1=C(C=C(C=C1)N1CC2=CC=CC(=C2CC1)C)C(F)(F)F N-(4-Chloro-3-(trifluoromethyl)phenyl)-5-methyl-3,4-dihydroisoquinoline